tert-butyl (E)-(3,3-difluoro-1-((2-tosylhydrazono)methyl)cyclobutyl)carbamate FC1(CC(C1)(/C=N/NS(=O)(=O)C1=CC=C(C)C=C1)NC(OC(C)(C)C)=O)F